N-(4-{4-chloro-2-[(3,3-difluoro-1-azetidinyl)carbonyl]phenyl}-6-cyclopropyl-2-pyridyl)-5-[({[(S)-tetrahydro-2-furyl]methyl}amino)methyl]-1-cyclopropyl-2-oxo-1,2-dihydronicotinamide ClC1=CC(=C(C=C1)C1=CC(=NC(=C1)C1CC1)NC(C=1C(N(C=C(C1)CNC[C@H]1OCCC1)C1CC1)=O)=O)C(=O)N1CC(C1)(F)F